N1=CC(=CC=C1)C1=CC=NC2=CC=C(C=C12)C1=CNC2=NC=CC=C21 4-(pyridine-3-yl)-6-{1H-pyrrolo[2,3-b]pyridine-3-yl}quinoline